C(CCCCCCC)(=O)OCCC(CCC(CCC(CCCCC)CCS[C@H]1[C@@H](CCCC1)OC(CCCCCCC)=O)N(C)CCCCO[Si](C1=CC=CC=C1)(C1=CC=CC=C1)C(C)(C)C)CCCCC |o1:27,28| 6-((4-((tert-butyldiphenylsilyl)-oxy)butyl)(methyl)amino)-9-(2-(((1R*,2R*)-2-(octanoyl-oxy)cyclohexyl)thio)ethyl)-3-pentyltetradecyl octanoate